4-bromo-6-chloro-1-(tetrahydro-2H-pyran-2-yl)-5-(trifluoromethyl)-1H-indazole BrC1=C2C=NN(C2=CC(=C1C(F)(F)F)Cl)C1OCCCC1